(4Z)-4-[(1-Methylindazol-5-yl)methylene]-2-[4-(4-methylpiperazin-1-yl)anilino]-1H-imidazol-5-one CN1N=CC2=CC(=CC=C12)\C=C\1/N=C(NC1=O)NC1=CC=C(C=C1)N1CCN(CC1)C